3-(2,2-difluoro-3beta,7beta-dihydroxy-5beta-cholan-24-yl)amino-propanesulfonic acid sodium salt [Na+].FC1([C@@H](C[C@H]2C[C@@H]([C@H]3[C@@H]4CC[C@H]([C@@H](CCCNCCCS(=O)(=O)[O-])C)[C@]4(CC[C@@H]3[C@]2(C1)C)C)O)O)F